OF.[Co].[Zn] zinc cobalt hydroxyfluoride